NC1C(N(C(CC1)=O)C1=NN(C2=CC=CC=C12)C)=O amino-1-methyl-1H-indazol-3-yl-piperidine-2,6-dione